FC=1C=C(C=C(C1OC(F)(F)F)F)B1OC(C(O1)(C)C)(C)C 2-(3,5-difluoro-4-(trifluoromethoxy)phenyl)-4,4,5,5-tetramethyl-1,3,2-dioxaborolane